FC=1C(=CC2=C(C(CCO2)O)C1)F 6,7-difluoro-3,4-dihydro-2H-1-benzopyran-4-ol